C1(=CC=CC=C1)C1=NC2=CC=CC=C2C(=C1)C(=O)NCC1=CC=C(C=C1)C(NOC1OCCCC1)=O 2-phenyl-N-(4-(((tetrahydro-2H-pyran-2-yl)oxy)carbamoyl)benzyl)quinoline-4-carboxamide